(2-[8-(methoxydimethylsilyl)octoxy]-5-hydroxyphenyl)tri(tert-butyl)phosphonium bromide [Br-].CO[Si](CCCCCCCCOC1=C(C=C(C=C1)O)[P+](C(C)(C)C)(C(C)(C)C)C(C)(C)C)(C)C